FC(C=1C=CC(=NC1)NC1CCN(CC1)S(=O)(=O)C1=CC=C(C=C1)C=1SC=2C(NCCC2N1)=O)(F)F 2-(4-((4-((5-(trifluoromethyl)pyridin-2-yl)amino)piperidin-1-yl)sulfonyl)phenyl)-6,7-dihydrothiazolo[5,4-c]pyridin-4(5H)-one